BrC1=C(N)C=C(C(=C1)Cl)C(C)(C)C 2-bromo-5-(tert-butyl)-4-chloroaniline